2-[4-[[1-(4-piperidylmethyl)-4-piperidyl]sulfonyl]anilino]-8-[rac-(1S,2S)-2-hydroxy-2-methyl-cyclopentyl]pyrido[2,3-d]pyrimidin-7-one N1CCC(CC1)CN1CCC(CC1)S(=O)(=O)C1=CC=C(NC=2N=CC3=C(N2)N(C(C=C3)=O)[C@@H]3[C@@](CCC3)(C)O)C=C1 |r|